C(OCC=C)(OC(C(C(F)(F)F)(F)F)(F)F)=O allyl perfluoropropyl carbonate